P(O)(=O)(OP(=O)(O)OP(=O)(O)O)OC[C@@H]1[C@H]([C@H]([C@@H](O1)N1C(=NC=2C(N)=NC=NC12)N=[N+]=[N-])O)O 8-azido-adenosine-5'-triphosphate